2-(3-Cyano-phenyl)-trifluoromethyl-2H-pyrazole-3-carboxylic acid {3-[hydroxy-(3-vinyl-phenyl)-methyl]-phenyl}-amide OC(C=1C=C(C=CC1)NC(=O)C=1N(N=CC1C(F)(F)F)C1=CC(=CC=C1)C#N)C1=CC(=CC=C1)C=C